6-methyl-3,6-diazabicyclo-[3.1.1]heptan CN1C2CNCC1C2